4-Nitroanilin [N+](=O)([O-])C1=CC=C(N)C=C1